(R)-4-chloro-5-(7-(4-chloro-3-(trifluoromethyl)benzoyl)-2-(isopropylamino)-6-methyl-4-oxo-5,6,7,8-tetrahydropyrido[3,4-d]pyrimidin-3(4H)-yl)-N,1-dimethyl-1H-pyrazole-3-carboxamide ClC=1C(=NN(C1N1C(=NC2=C(C1=O)C[C@H](N(C2)C(C2=CC(=C(C=C2)Cl)C(F)(F)F)=O)C)NC(C)C)C)C(=O)NC